(S)-(2-chloro-3-methoxyphenyl)(2,7-dimethyl-3-(3,4,5-trifluorophenyl)-2,4,5,7-tetrahydro-6H-pyrazolo[3,4-c]pyridin-6-yl)methanone ClC1=C(C=CC=C1OC)C(=O)N1[C@H](C=2C(CC1)=C(N(N2)C)C2=CC(=C(C(=C2)F)F)F)C